lepidinium [NH+]1=CC=C(C)C2=CC=CC=C12